4-hydroxy-2,5-dimethoxybenzaldehyde OC1=CC(=C(C=O)C=C1OC)OC